((S)-2-(isobutyramido)-3-methylbutanoyloxy)methyl (S)-1-(2-chlorophenyl)-2-oxocyclohexylmethylcarbamate ClC1=C(C=CC=C1)[C@]1(C(CCCC1)=O)CNC(OCOC([C@H](C(C)C)NC(C(C)C)=O)=O)=O